C(C=CC=CC=CC=CC=CCCCCCCCCCCC)(=O)O 16Z-docosapentaenoic acid